C(CCCCCCC)OC(CCC(=O)OC(C(=O)[O-])(CCCCCCC=CCC=CCCCCC)CC(C)COC(=O)OCC1CCN(CC1)C)OCCCCCCCC ((4,4-bis(octyloxy)butanoyl)oxy)-2-(((((1-methylpiperidin-4-yl)methoxy)carbonyl)oxy)methyl)propyloctadeca-9,12-dienoate